2-(3,4-dimethoxyphenyl)-5-{octahydropyrrolo[3,4-c]pyrrole-2-carbonyl}-3-(prop-2-yl)-1H-indole COC=1C=C(C=CC1OC)C=1NC2=CC=C(C=C2C1C(C)C)C(=O)N1CC2CNCC2C1